N1(CCCCC1)C1=NC(=NC=2CCCCC12)C1=NC=CC=C1 4-(piperidin-1-yl)-2-(pyridin-2-yl)-5,6,7,8-tetrahydroquinazoline